trimethyl-(1-methylethenyloxy)silane C[Si](OC(=C)C)(C)C